N-(6-METHOXY-1-METHYL-1H-INDAZOL-7-YL)-6-(1-METHYL-1H-1,2,3-TRIAZOL-4-YL)PYRIDINE-3-SULFONAMIDE COC1=CC=C2C=NN(C2=C1NS(=O)(=O)C=1C=NC(=CC1)C=1N=NN(C1)C)C